C(#N)C(C(=O)NC(OCC)=O)=NNC1=CC(=C(C(=C1)Cl)OC1=NN(C(C=C1)=O)C1=CC=CC=C1)Cl ethyl (2-cyano-2-(2-(3,5-dichloro-4-((6-oxo-1-phenyl-1,6-dihydropyridazin-3-yl)oxy)phenyl)hydrazono)acetyl)carbamate